ClC1=C(C(=CC=2N(C(=NC21)COC)C)C)C2=CC=CN1C=CC=C21 8-(4-chloro-2-(methoxymethyl)-1,6-dimethyl-1H-benzo[d]imidazol-5-yl)indolizine